4-amino-5-chloro-N-(4-methoxybenzyl)thiophene-2-sulfonamide NC=1C=C(SC1Cl)S(=O)(=O)NCC1=CC=C(C=C1)OC